CC=CC(=O)N1CCNCC1 N-(methyl)acryloyl-piperazine